(S)-2-((4-(6-((7-Fluoro-3-methylquinoxalin-6-yl)methoxy)pyridin-2-yl)piperidin-1-yl)methanyl)-1-(oxetan-2-ylmethyl)-1H-benzo[d]imidazole-6-carboxylate FC1=C(C=C2N=C(C=NC2=C1)C)COC1=CC=CC(=N1)C1CCN(CC1)CC1=NC2=C(N1C[C@H]1OCC1)C=C(C=C2)C(=O)[O-]